1-((2-Hexyloctyl)oxy)-1-oxaundecan-6-yl 1H-1,2,4-triazole-1-carboxylate N1(N=CN=C1)C(=O)OC(CCCCOOCC(CCCCCC)CCCCCC)CCCCC